COC1=C(C=C2C(=CC=NC2=C1)OC1=CC=C(C=C1)C(C1=CC=C(C=C1)C)=O)C(=O)N 7-methoxy-4-(4-(4-methylbenzoyl)phenoxy)quinoline-6-carboxamide